1-(2,2-diphenyloxolan-3-yl)-N,N-dimethylmethanamine hydrochloride Cl.C1(=CC=CC=C1)C1(OCCC1CN(C)C)C1=CC=CC=C1